1,2,3,4-Tetrahydro-2-methylquinoline CC1NC2=CC=CC=C2CC1